COC1=C(C(=O)P(CC(CC(C)(C)C)C)(C(C2=C(C=CC=C2OC)OC)=O)=O)C(=CC=C1)OC bis(2,6-di-methoxybenzoyl)-2,4,4-trimethylpentylphosphine oxide